3-phenyl-methyl-aminopyrrolidine-2,5-dione C1(=CC=CC=C1)C1(C(N(C(C1)=O)N)=O)C